C/C(/C=O)=C/CC[C@]1([C@@H]2CC=C([C@H]1C2)C)C (Z)-2-Methyl-5-((1R,5R,6S)-2,6-dimethylbicyclo[3.1.1]hept-2-en-6-yl)-pent-2-enal